biselenophene C1=C[Se]C(=C1)C2=CC=C[Se]2